ClCC=1OC(=CC1)C 2-(chloromethyl)-5-methylfuran